ClCC(=O)N(CC1=CC(=C(C=C1)F)F)C1(C[SiH](C1)C(=O)OC(C)(C)C)C#N tert-butyl 3-(2-chloro-N-(3,4-difluorobenzyl) acetamido)-3-cyanosilacyclobutane-1-carboxylate